Benzyltriethylammonium chlorid [Cl-].C(C1=CC=CC=C1)[N+](CC)(CC)CC